3-fluorobenzeneboronic acid FC=1C=C(C=CC1)B(O)O